5-(3-(((1R,3R,4R,5S)-4-fluoro-1-methyl-9-azabicyclo[3.3.1]nonan-3-yl)(methyl)amino)-1,2,4-triazin-6-yl)-2-(1H-imidazol-1-yl)pyridin-4-ol F[C@H]1[C@@H](C[C@]2(CCC[C@@H]1N2)C)N(C=2N=NC(=CN2)C=2C(=CC(=NC2)N2C=NC=C2)O)C